C(#CC)C1=C2C=NNC2=C(C=C1)CC(=O)[O-] 4-(propan-1-yn-1-yl)-1H-indazole-7-acetate